CN(C1=CC(=C(C=C1[N+](=O)[O-])NC1=NC=CC(=N1)N1N=C(C(=C1)C=O)C)OC)C 1-(2-(4-(dimethylamino)-2-methoxy-5-nitrophenylamino)pyrimidin-4-yl)-3-methyl-1H-pyrazole-4-carbaldehyde